5-[2-[(2R,6S)-2,6-Dimethyl-4-morpholinyl]-4-(4-morpholinyl)pyrido[2,3-d]pyrimidin-7-yl]-2-methoxybenzenemethanol C[C@@H]1CN(C[C@@H](O1)C)C=1N=C(C2=C(N1)N=C(C=C2)C=2C=CC(=C(C2)CO)OC)N2CCOCC2